BrC=1C=C2C(=CC1)NC1=C2CC(NC2=C1C=CC=C2)=O 9-bromo-7,12-dihydroindolo[3,2-d][1]benzazepin-6(5H)-one